BrC=1C2=CN(N=C2C=CC1C)COCC[Si](C)(C)C 4-bromo-5-methyl-2-((2-(trimethylsilyl)ethoxy)methyl)-2H-indazole